1,5,9-Triazacyclododecane N1CCCNCCCNCCC1